C(C)(C)(C)OC(CCNCC=1C=C2C(=CN(C2=CC1)C1=NOC(=N1)C=1C=NC(=C(C1)Cl)OC(C)C)Cl)=O 3-(((3-chloro-1-(5-(5-chloro-6-isopropoxypyridin-3-yl)-1,2,4-oxadiazol-3-yl)-1H-Indol-5-yl)methyl)amino)propionic acid tert.Butyl ester